C[C@@H]1CC[C@H]([C@@H](C1)O)C(=C)C (1R,2S,5R)-endo-5-methyl-2-(1-methylvinyl)cyclohexanol